methoxy-2,6-diaminopurine COC1=NC2=NC(=NC(=C2N1)N)N